ClC=1C=NC=C(C1NC(C1=CC(=C(C=C1)OC(F)F)OCCCCC(=O)N1CCC(CC1)C#CC1=C2CN(C(C2=CC=C1)=O)C1C(NC(CC1)=O)=O)=O)Cl N-(3,5-Dichloropyridin-4-yl)-4-(difluoromethoxy)-3-((5-(4-((2-(2,6-dioxopiperidin-3-yl)-1-oxoisoindolin-4-yl)ethynyl)piperidin-1-yl)-5-oxopentyl)oxy)benzamide